methyl-2''H-dispiro[1,3-dioxolane-2,1'-cyclohexane-4',3''-indole] CC1NC2=CC=CC=C2C12CCC1(CC2)OCCO1